ClC=1C=C2C(=NC=NC2=C(C1C1=C2C=NNC2=CC(=C1Cl)C)F)N1CC2CCC(C1)N2 6-chloro-7-(5-chloro-6-methyl-1H-indazol-4-yl)-4-{3,8-diazabicyclo[3.2.1]octan-3-yl}-8-fluoroquinazoline